CN1C=CC2=CC(=CC=C12)C#N methyl-1H-indole-5-carbonitrile